2-((4-iodo-6-morpholinopyridin-2-yl)amino)propane-1,3-diol IC1=CC(=NC(=C1)N1CCOCC1)NC(CO)CO